C(CCCCCC\C=C/C\C=C/CCCCC)C(O[Si](O[Si](CCCCCCN(CCO)CCO)(C)C)(C)C)OCCCCCCCC\C=C/C\C=C/CCCCC (24Z,27Z)-14-((8Z,11Z)-heptadeca-8,11-dien-1-yl)-3-(2-hydroxyethyl)-10,10,12,12-tetramethyl-11,13,15-trioxa-3-aza-10,12-disilatritriaconta-24,27-dien-1-ol